N-((R)-3-methyl-1-((3aS,4S,6S,7aR)-3a,5,5-trimethylhexahydro-4,6-methanobenzo[d][1,3,2]dioxaborol-2-yl)butyl)-4,5-dihydroisoxazol-5-carboxamide CC(C[C@@H](B1O[C@@]2([C@H](O1)C[C@H]1C([C@@H]2C1)(C)C)C)NC(=O)C1CC=NO1)C